Heptane-2-carbonitrile CC(CCCCC)C#N